CN1S(=O)(=O)C2=CC=CC=C2C1=O N-Methyl-saccharin